C(C)(C)(C)OC(C(P(=O)(OCC)OCC)NC1=NC=C(N=C1CC1=CC=CC=C1)Br)=O ((3-benzyl-5-bromopyrazin-2-yl)amino)-2-(diethoxyphosphoryl)acetic acid tert-butyl ester